3,3''-diamino-p-terphenyl-4,4''-dicarboxylic acid NC=1C=C(C=CC1C(=O)O)C1=CC=C(C=C1)C1=CC(=C(C=C1)C(=O)O)N